FC1CC(C1)CNCC=1C=CC=2N(C1)C=C(N2)CN2C(C1=CN=CC(=C1C=C2)N2CC1(C2)CCOCC1)=O 2-{[6-({[(3-fluorocyclobutyl)methyl]amino}methyl)imidazo[1,2-a]pyridin-2-yl]methyl}-5-{7-oxa-2-azaspiro[3.5]nonan-2-yl}-1,2-dihydro-2,7-naphthyridin-1-one